5-carboxymethylaminomethyluracil C(=O)(O)CNCC=1C(NC(NC1)=O)=O